BrC=1C=C(C(=NC1)N1CCC(CC1)(N1CCCCC1)C)N 5-Bromo-2-(4'-methyl-[1,4'-bipiperidin]-1'-yl)pyridin-3-amine